C1(=CC=C(C=C1)N(C1=CC=C(C(=C1)C1=CC=CC=C1)C1=CC=C(C=C1)C1=CC=CC=C1)C1=CC=C(C=C1)C1=CC=CC=C1)C1=CC=CC=C1 bis(biphenyl-4-yl)-(1,1':2',1'':4'',1'''-quaterphenyl-5'-yl)amine